C(N)(=O)C=1C(=NC(=CN1)N1C[C@@H](CCC1)N1C(N(CC1)C)=O)NC=1C=NN(C1)C1CCN(CC1)C(=O)OC(C)(C)C tert-butyl (R)-4-(4-((3-carbamoyl-6-(3-(3-methyl-2-oxoimidazolidin-1-yl)piperidin-1-yl)pyrazin-2-yl)amino)-1H-pyrazol-1-yl)piperidine-1-carboxylate